CN(C(OCC1=CC=CC=C1)=O)C1CCC2=C(C(=CS2)C(F)(F)F)C1 benzyl N-methyl-N-[3-(trifluoromethyl)-4,5,6,7-tetrahydrobenzothiophen-5-yl]carbamate